ClC1=C(C=C(C=C1)Cl)C1=CC=C2CCC(C2=C1)NC(O[C@@H]1CN2CCC1CC2)=O (S)-quinuclidin-3-yl (6-(2,5-dichlorophenyl)-2,3-dihydro-1H-inden-1-yl)carbamate